C(C)C1=NC=C(C=C1C#N)C#N ethylpyridine-3,5-dicarbonitrile